FC=1C=C2C=C(NC2=CC1OCC=1N=CSC1)CNC(=O)N1C(CCC1)C N-({5-fluoro-6-[(1,3-thiazol-4-yl)methoxy]-2-indolyl}methyl)-2-methyl-1-pyrrolidinecarboxamide